NCC=1C(NC(=CC1C)C)=O 3-(aminomethyl)-4,6-dimethyl-1,2-dihydropyridin-2-one